ClC1=CC(=C(C=C1Cl)C(C1CCN(CC1)C(C)=O)NC)O 1-[4-[(4,5-dichloro-2-hydroxyphenyl)(methylamino)methyl]piperidin-1-yl]ethan-1-one